(S)-N-(5-(2-(2-aminopyridin-3-yl)-5-(1H-pyrazol-1-yl)-3H-imidazo[4,5-b]pyridin-3-yl)-2,3-dihydro-1H-inden-1-yl)-7-formyl-3-methyl-2-oxo-2,3-dihydro-1H-benzo[d]imidazole-5-carboxamide NC1=NC=CC=C1C1=NC=2C(=NC(=CC2)N2N=CC=C2)N1C=1C=C2CC[C@@H](C2=CC1)NC(=O)C1=CC2=C(NC(N2C)=O)C(=C1)C=O